C(C)OC=1C=C(C=CC1OC)[C@@H](CS(=O)(=O)C)N1C(C2=CC=CC(=C2C1=O)NC(CC)=O)=O N-(2-((S)-1-(3-ethoxy-4-methoxyphenyl)-2-(methylsulfonyl)ethyl)-1,3-dioxo-isoindolin-4-yl)-propionamide